OC(C(=O)OCC)CC=C ethyl 2-hydroxy-4-pentenoate